C\C(=C/CC1OCCO1)\CC1=CC=C(C=C1)C (E)-2-(3-methyl-4-(p-tolyl)but-2-en-1-yl)-1,3-dioxolane